1-(trimethylsilyl)-3,5-dimethylpyrazole C[Si](N1N=C(C=C1C)C)(C)C